(R)-5-(2-(2,5-Difluorophenyl)pyrrolidin-1-yl)-N-(3-pyridylmethyl)-3H-imidazo[4,5-b]pyridine-3-Carboxamide FC1=C(C=C(C=C1)F)[C@@H]1N(CCC1)C1=CC=C2C(=N1)N(C=N2)C(=O)NCC=2C=NC=CC2